ClC1=C(C(=CC=C1Cl)O)C(C=1C=CC(N(C1)C)=O)O 5-[(2,3-dichloro-6-hydroxyphenyl)(hydroxy)methyl]-1-methyl-1,2-dihydropyridin-2-one